N(CC1=CN=C(S1)C[C@H](C(=O)O)[C@@H]1CNCC1)(CC1=CN=C(S1)C[C@H](C(=O)O)[C@@H]1CNCC1)CC1=CN=C(S1)C[C@H](C(=O)O)[C@@H]1CNCC1 (2S,2'S,2''S)-3,3',3''-((nitrilotris(methylene))tris(thiazole-5,2-diyl))tris(2-((R)-pyrrolidin-3-yl)propanoic acid)